S(CCC(C(=O)[O-])CC1=CC(=C(C(=C1)C(C)(C)C)O)C(C)(C)C)CCC(C(=O)[O-])CC1=CC(=C(C(=C1)C(C)(C)C)O)C(C)(C)C Thiodiethylenebis(3,5-di-tert-butyl-4-hydroxyhydrocinnamate)